4-((S)-4-propenoyl-2-methylpiperazin-1-yl)-6-fluoro-7-(5-methyl-1H-indazol-4-yl)-1-(((S)-1-methylpyrrolidin-2-yl)methyl)-2-oxo-1,2-dihydro-1,8-naphthyridine-3-carbonitrile C(C=C)(=O)N1C[C@@H](N(CC1)C1=C(C(N(C2=NC(=C(C=C12)F)C1=C2C=NNC2=CC=C1C)C[C@H]1N(CCC1)C)=O)C#N)C